Hydroxymethylanthracene C1=CC=C2C=C3C(=CC2=C1)C=CC=C3CO